C(C=C)(=O)N1CC2C3=C(N(N=C3CC1)C1OCCCC1)CCN2C(=O)OC(C)(C)C tert-butyl 7-acryloyl-2-(tetrahydro-2H-pyran-2-yl)-2,3,4,5a,6,7,8,9-octahydro-5H-1,2,5,7-tetraazabenzo[cd]azulene-5-carboxylate